1-(3-(benzyloxy)cyclobutyl)-5-methyl-4-nitro-1H-pyrazole C(C1=CC=CC=C1)OC1CC(C1)N1N=CC(=C1C)[N+](=O)[O-]